acetoxy allyl carbonate C(OOC(C)=O)(OCC=C)=O